7-((4-((4-methoxybutyl)(pentyl)amino)phenyl)amino)-4-methyl-2H-benzo[b][1,4]oxazin-3(4H)-one COCCCCN(C1=CC=C(C=C1)NC=1C=CC2=C(OCC(N2C)=O)C1)CCCCC